1,2-difluoro-1,2-bis(trifluoromethoxy)-ethane FC(C(OC(F)(F)F)F)OC(F)(F)F